ClC1=NC=C(C(=N1)C1=CC=C2C(C(=C(N(C2=C1)C(C)C)C1N(CCC1)C(=O)OC(C)(C)C)C)=O)F tert-butyl 2-(7-(2-chloro-5-fluoropyrimidin-4-yl)-1-isopropyl-3-methyl-4-oxo-1,4-dihydroquinolin-2-yl)pyrrolidine-1-carboxylate